N[C@H]([C@@H](C)OCC1=CC=C(C=C1)CCCNC(OC(C)(C)C)=O)CCC(N)=O Tert-butyl N-[3-[4-([[(2R,3S)-3-amino-5-carbamoylpentan-2-yl]oxy]methyl)phenyl]propyl]carbamate